methyl 5-chloro-4-hydroxy-2-methyl-benzoate ClC=1C(=CC(=C(C(=O)OC)C1)C)O